Dimethyl hydroxymethyl phosphite P(OC)(OC)OCO